C1(CCCCC1)C1=C(C=CC(=C1)CCC1=CC=C(C=C1)C(F)(F)F)NC(CC(C)(C)C)=O N-(2-cyclohexyl-4-(4-(trifluoromethyl)phenethyl)phenyl)-3,3-dimethylbutanamide